C(C)(C)(C)OC(=O)N1CC2(C1)OCCCN2 5-oxa-2,9-diazaspiro[3.5]Nonane-2-carboxylic acid tert-butyl ester